4-((R)-2-Amino-3-hydroxy-2-methylpropanoyl)-N-(1-(4-(2-(4-aminoazepan-1-yl)ethyl)phenyl)-2-oxo-1,2-dihydropyrimidin-4-yl)piperazine-1-carboxamide hydrochloride salt Cl.N[C@@](C(=O)N1CCN(CC1)C(=O)NC1=NC(N(C=C1)C1=CC=C(C=C1)CCN1CCC(CCC1)N)=O)(CO)C